C(C)(C)(C)OC(=O)N1C2(CC(CC1(CC2)C)N)C.C2(CC2)CN2CCN(CC2)C(=O)C2=CC=C(C=C2)NS(=O)(=O)C=2C=CC=C1C=CC=NC21 N-(4-(4-(cyclopropylmethyl)piperazine-1-carbonyl)phenyl)quinoline-8-sulfonamide tert-butyl-3-amino-1,5-dimethyl-8-azabicyclo[3.2.1]octane-8-carboxylate